4-(5-bromopyridin-2-yl)piperazine-1-carboxylic acid-2-methylpropan-2-yl ester CC(C)(C)OC(=O)N1CCN(CC1)C1=NC=C(C=C1)Br